OCC=1N=CC=2NC3=CC=CC=C3C2C1 3-Hydroxymethyl-β-carboline